((4-((2-methoxyphenyl)amino)-5-(methylcarbamoyl)pyridin-2-yl)amino)nicotinic acid methyl ester COC(C1=C(N=CC=C1)NC1=NC=C(C(=C1)NC1=C(C=CC=C1)OC)C(NC)=O)=O